OC1(CCCC1)C(=O)NN 1-hydroxycyclopentanecarbohydrazide